BrC1=C(C=CC(=C1)F)NC1=C(C(=O)NC=2C(=NC(=CC2)OC)C=C)C=C(C=C1)C(F)(F)F ((2-bromo-4-fluorophenyl)amino)-N-(6-methoxy-2-vinylpyridin-3-yl)-5-(trifluoromethyl)benzamide